6-(2-((1S,4S)-2-oxa-5-azabicyclo[2.2.1]heptan-5-yl)ethoxy)-4-(6-(6-(4-methoxybenzoyl)-2,6-diazaspiro[3.3]heptan-2-yl)pyridin-3-yl)pyrazolo[1,5-a]pyridine-3-carbonitrile [C@@H]12OC[C@@H](N(C1)CCOC=1C=C(C=3N(C1)N=CC3C#N)C=3C=NC(=CC3)N3CC1(C3)CN(C1)C(C1=CC=C(C=C1)OC)=O)C2